C(C)C1CC2=C(NN=C2C(=O)OCC)CO1 ethyl 5-ethyl-1,4,5,7-tetrahydropyrano[3,4-c]pyrazole-3-carboxylate